tert-butyl 5-((2-(((1R,4R)-4-((tert-butoxycarbonyl) amino) cyclohexyl) (methyl) amino) pyrimidin-4-yl) oxy)-3-cyclopentyl-1H-pyrazole-1-carboxylate C(C)(C)(C)OC(=O)NC1CCC(CC1)N(C1=NC=CC(=N1)OC1=CC(=NN1C(=O)OC(C)(C)C)C1CCCC1)C